COC(=O)C=1N(C=C(C1)C1=NC(=NC=C1C)Cl)CCN Methyl-1-(2-aminoethyl)-4-(2-chloro-5-methylpyrimidin-4-yl)-1H-pyrrole-2-carboxylate